(S)-di-tert-butyl (6-(3-(2-(dimethylamino)ethyl)-1H-indol-1-yl)-6-oxohexane-1,5-diyl)dicarbamate CN(CCC1=CN(C2=CC=CC=C12)C([C@H](CCCCNC(OC(C)(C)C)=O)NC(OC(C)(C)C)=O)=O)C